COC1=C2C(NC(=NC2=CC(=C1)OC)C1=CC=C(C=C1)N1CCC(CC1)N(C)CC1=C(C=CC=C1)NC1C(NC(CC1)=O)=O)=O 3-((2-(((1-(4-(5,7-dimethoxy-4-oxo-3,4-dihydroquinazolin-2-yl)phenyl)piperidin-4-yl)(methyl)amino)methyl)phenyl)amino)piperidine-2,6-dione